ClC1=NC(=C2N=CNC2=N1)N1N=CC2=CC=CC=C12 chloro-6-(1H-indazol-1-yl)-9H-purine